p-toluenesulfonic acid 1-methyl-4-[(3-methyl-2(3H)-benzothiazolylidene)methyl]quinoline salt CN1CC=C(C2=CC=CC=C12)C=C1SC2=C(N1C)C=CC=C2.CC2=CC=C(C=C2)S(=O)(=O)O